NC1=NC(=C(C=2N1N=C(N2)CN2N=C(C=C2C)C(F)(F)F)C2=NC=NC=C2)C2=C(C#N)C=CC=C2 (5-amino-2-((5-methyl-3-(trifluoromethyl)-1H-pyrazol-1-yl)methyl)-8-(pyrimidin-4-yl)-[1,2,4]triazolo[1,5-c]pyrimidin-7-yl)benzonitrile